CN1C2=C(C3=C([C@@H](C1=O)NC([C@H](C)NC(CC1=CC(=CC(=C1)F)F)=O)=O)C=CC=C3)C=CC=C2 N-[(1S)-2-[[(7S)-6,7-Dihydro-5-methyl-6-oxo-5H-dibenz[b,d]azepin-7-yl]amino]-1-methyl-2-oxoethyl]-3,5-difluorobenzeneacetamide